bisazidostilbene-2,2'-disulfonic acid sodium salt [Na+].N(=[N+]=[N-])C(=C(C=1C(=CC=CC1)S(=O)(=O)[O-])N=[N+]=[N-])C=1C(=CC=CC1)S(=O)(=O)[O-].[Na+]